Triazolehexanone N1N=NC(=C1)CCCCC(C)=O